Racemic-N-(1-(6,7-difluoro-1-oxo-1,2-dihydroisoquinolin-4-yl)ethyl)-3-fluoro-N-methyl-4-(trifluoromethyl)benzamide benzyl-(2-(2-(benzyloxy)-5-formylphenoxy)ethyl)carbamate C(C1=CC=CC=C1)N(C(O)=O)CCOC1=C(C=CC(=C1)C=O)OCC1=CC=CC=C1.FC=1C=C2C(=CNC(C2=CC1F)=O)[C@@H](C)N(C(C1=CC(=C(C=C1)C(F)(F)F)F)=O)C |r|